BrC1=C(N(N=C1)C)OCCCOC1=NN2C(C(=NC=C2)OC)=C1 2-[3-(4-bromo-2-methyl-pyrazol-3-yl)oxypropoxy]-4-methoxy-pyrazolo[1,5-a]pyrazine